(2s,3s)-ethyl-3-(4-methylthiazol-5-yl)-2,3-dihydroxypropionate C(C)OC([C@H]([C@H](O)C1=C(N=CS1)C)O)=O